ClC=1C=C(C=C2C(=NC(=NC12)C1(CCC1)F)N1CCC(CC1)C1=C(C=CC=C1)OC)C1CC(CC1)O 3-{8-Chloro-2-(1-fluoro-cyclobutyl)-4-[4-(2-methoxy-phenyl)-piperidin-1-yl]-quinazolin-6-yl}-cyclopentanol